BrC=1C=C(C=C2C=C(N(C12)C(=O)[O-])C(=O)OC)C=O 2-methyl 7-bromo-5-formyl-1H-indole-1,2-dicarboxylate